COC(=O)C1=C(C=C2CCN(C2=C1)C1COCCC1)[N+](=O)[O-] 5-Nitro-N-(tetrahydro-2H-pyran-3-yl)indoline-6-carboxylic acid methyl ester